CC1=CC=C(C=C1)CN1C(CCC1=O)CC(=O)OCCOC1=CC=C(C(=O)OC)C=C1 methyl 4-[2-[2-[1-[(4-methylphenyl)methyl]-5-oxopyrrolidin-2-yl]acetyl]oxyethoxy]benzoate